C(C)C(C)CC 2-ethylbutan